C1NCC12CCC(CC2)NS(=O)(=O)CCC N-(2-azaSpiro[3.5]nonan-7-yl)propane-1-sulfonamide